BrC1=CC=C(C=N1)N(C(=O)NC1=CC=C(C=C1)OC)O 1-(6-bromopyridin-3-yl)-1-hydroxy-3-(4-methoxyphenyl)urea